O1C(C(CC2=CC=CC=C12)C(=O)[O-])C1=CC=CC=C1 flavanoate